CC1(OCCN(C1)C=1C=C2C=C(N(C2=CC1)[C@@]1([C@H](C1)C)C1=NOC(N1)=O)C(=O)O)C 5-(2,2-Dimethylmorpholino)-1-((1S,2S)-2-methyl-1-(5-oxo-4,5-dihydro-1,2,4-oxadiazol-3-yl)cyclopropyl)-1H-indole-2-carboxylic acid